ClC=1C=C(C=CC1F)NC(N(CC=1C2=C(NN1)OCCC2)C2=CC(=NC=C2)C#N)=O (3-Chloro-4-fluorophenyl)-1-(2-cyanopyridin-4-yl)-1-((1,4,5,6-tetrahydropyrano[2,3-c]pyrazol-3-yl)methyl)urea